5-chloro-2-(chloromethyl)pent-1-ene ClCCCC(=C)CCl